FC(C(=O)O)(F)F.N1N=CC=2CNCC(C21)N 4,5,6,7-tetrahydro-1H-pyrazolo[4,3-c]pyridine-7-Amine trifluoroacetate